Titanium tetrakis(dimethyl-amide) C[N-]C.C[N-]C.C[N-]C.C[N-]C.[Ti+4]